propionyl (propionate) C(CC)(=O)OC(CC)=O